O=C1NC(CCC1N1C(C2=CC=C(C=C2C1=O)CNC1CCN(CC1)C1=CC(=C(C=C1)NC1=NC=C(C(=C1)NC1=C(C(=O)NC)C=CC=C1)C(F)(F)F)OC)=O)=O 2-((2-((4-(4-(((2-(2,6-dioxopiperidin-3-yl)-1,3-dioxoisoindolin-5-yl)methyl)amino)piperidin-1-yl)-2-methoxyphenyl)amino)-5-(trifluoromethyl)pyridin-4-yl)amino)-N-methylbenzamide